8-methoxy-2-(1-methyl-2-oxabicyclo[2.1.1]hex-4-yl)imidazo[1,2-a]pyrazine-6-carboxylic acid phenyl ester C1(=CC=CC=C1)OC(=O)C=1N=C(C=2N(C1)C=C(N2)C21COC(C2)(C1)C)OC